ethyl 3-(2-(6-cyclobutoxy-3,5-difluoropyridin-2-yl)-1,2,3,4-tetrahydroisoquinolin-6-yl)propanoate C1(CCC1)OC1=C(C=C(C(=N1)N1CC2=CC=C(C=C2CC1)CCC(=O)OCC)F)F